Diphenylmethylene(cyclopentadienyl)(2,7-di-tert-butylfluorenyl)hafnium dichloride [Cl-].[Cl-].C1(=CC=CC=C1)C(C1=CC=CC=C1)=[Hf+2](C1=C(C=CC=2C3=CC=C(C=C3CC12)C(C)(C)C)C(C)(C)C)C1C=CC=C1